C[C@H]1NCC2=C(C=3C=4C=CC(=NC4C=CC3S2)C2=CC(=NC(=C2)C=C)N2CCN(CC2)C([2H])([2H])[2H])NC1 (R)-10-methyl-3-(2-(4-(methyl-d3)piperazin-1-yl)-6-vinylpyridin-4-yl)-9,10,11,12-tetrahydro-8H-[1,4]diazepino[5',6':4,5]thieno[3,2-f]quinolin